butyl (R)-3-(3-amino-5-(3-fluorophenyl)thiophene-2-carboxamido)azepane-1-carboxylate NC1=C(SC(=C1)C1=CC(=CC=C1)F)C(=O)N[C@H]1CN(CCCC1)C(=O)OCCCC